2-(benzo[d]oxazol-2-ylamino)-N-(4-chlorobenzyl)-4-(2-chlorophenyl)-6-methyl-1,4-dihydropyrimidine-5-carboxamide O1C(=NC2=C1C=CC=C2)NC=2NC(=C(C(N2)C2=C(C=CC=C2)Cl)C(=O)NCC2=CC=C(C=C2)Cl)C